C1(CC1)C1CC(C1)N1C(N([C@H](C1)C#N)C1=CN=CC2=CC=CC=C12)=O (R)-1-((1s,3s)-3-cyclopropylcyclobutyl)-3-(isoquinolin-4-yl)-2-oxoimidazoline-4-carbonitrile